FC(C(F)(F)F)(C(C(C(C(C(C(F)(F)F)(F)F)(F)F)(F)F)(F)F)(F)F)O perfluorohexyl-ethyl alcohol